C([O-])([O-])=O.[V+3].C([O-])([O-])=O.C([O-])([O-])=O.[V+3] Vanadium(III) Carbonate